(1-methanesulfonylcyclopropyl)-N-(3-methyl-1H-pyrazol-5-yl)-6-[(3R)-3-methylmorpholin-4-yl]pyridin-2-amine CS(=O)(=O)C1(CC1)C=1C(=NC(=CC1)N1[C@@H](COCC1)C)NC1=CC(=NN1)C